3-((6-methoxy-4-methylpyridin-3-yl)thio)propanoic acid 2-ethylhexyl ester C(C)C(COC(CCSC=1C=NC(=CC1C)OC)=O)CCCC